CC1=NC=2C=CC=C(C2C(=C1)CCCC(F)(F)F)O 2-methyl-4-(4,4,4-trifluorobutyl)quinolin-5-ol